5-(1-methyl-1H-pyrazol-3-yl)-3-(1-(o-tolyl)cyclopropyl)-1,2,4-oxadiazole CN1N=C(C=C1)C1=NC(=NO1)C1(CC1)C1=C(C=CC=C1)C